CN1C[C@@H](CCC1)OC1=CC=CC(=N1)N1N(C(C2=CN=C(N=C12)NC1=CC=C(C=C1)Cl)=O)CC=C 1-{6-[(R)-1-methyl-3-piperidyloxy]-2-pyridyl}-2-allyl-6-(p-chlorophenylamino)-1,2-dihydro-3H-1,2,5,7-tetraazainden-3-one